ClC1=CC=C2C(=N1)N(C=C2C=2C(=CC=1N(C2)C=CN1)OC)COCC[Si](C)(C)C 6-(6-chloro-1-((2-(trimethylsilyl)ethoxy)methyl)-1H-pyrrolo[2,3-b]pyridin-3-yl)-7-methoxyimidazo[1,2-a]pyridine